tert-butyl 7-(7,8,9,10-tetrahydro-6H-azepino[1,2-a]indole-11-carboxamido)-3-oxa-9-azabicyclo[3.3.1]nonane-9-carboxylate C1=C2C(=C3N(C2=CC=C1)CCCCC3)C(=O)NC3CC1COCC(C3)N1C(=O)OC(C)(C)C